4-(5-(4-(2-oxopyrrolidin-1-yl)phenyl)pyridin-3-yl)-1,3-dihydro-2H-pyrrolo[2,3-b]pyridin-2-one O=C1N(CCC1)C1=CC=C(C=C1)C=1C=C(C=NC1)C1=C2C(=NC=C1)NC(C2)=O